OCCN1COC2=C(C1)C=C(C=C2)C(CCC(=O)OC2CCCCC2)(C)C=2C=CC1=C(CN(CO1)CCO)C2 cyclohexyl 4,4-bis(3-(2-hydroxyethyl)-3,4-dihydro-2H-benzo[e][1,3]oxazin-6-yl)pentanoate